3-[[5-[5-(difluoromethyl)-1,3,4-oxadiazol-2-yl]-2-pyridyl]methoxy]-4,5,6,7-tetrahydroisoxazolo[5,4-c]pyridine FC(C1=NN=C(O1)C=1C=CC(=NC1)COC1=NOC=2CNCCC21)F